(4-chloro-3-{6-oxo-4-[6-(2-propoxyethoxy)pyridin-3-yl]-1,6-dihydropyrimidin-2-yl}benzyl)isobutyramide ClC1=C(C=C(CC(C(=O)N)(C)C)C=C1)C=1NC(C=C(N1)C=1C=NC(=CC1)OCCOCCC)=O